tert-butyl-(sec-butyl)dimethoxysilane C(C)(C)(C)[Si](OC)(OC)C(C)CC